1-(5-bromo-2-hydroxy-3-iodo-phenyl)-3-morpholino-propane-1,3-dione BrC=1C=C(C(=C(C1)C(CC(=O)N1CCOCC1)=O)O)I